4-bromo-2-methyl-1-oxo-1,2-dihydropyrrolo[1,2-a]pyrazine-7-carboxylic acid ethyl ester C(C)OC(=O)C=1C=C2N(C(=CN(C2=O)C)Br)C1